N-[(6-Amino-2-pyridyl)sulfonyl]-6-(4-chloro-3-propoxyphenyl)-2-(2,4,6-trimethylphenoxy)pyridin-3-carboxamid NC1=CC=CC(=N1)S(=O)(=O)NC(=O)C=1C(=NC(=CC1)C1=CC(=C(C=C1)Cl)OCCC)OC1=C(C=C(C=C1C)C)C